ClC(CCCCCCNC(OCC1=CC=CC=C1)=O)=O benzyl (7-chloro-7-oxoheptyl)carbamate